N4-(4-methoxy-3-(methylsulfonyl)pyridin-2-yl)-N6-(6-methylpyridin-2-yl)pyrimidine-4,6-diamine COC1=C(C(=NC=C1)NC1=NC=NC(=C1)NC1=NC(=CC=C1)C)S(=O)(=O)C